1-hydroxy-N-(pyrazin-2-yl)-1,3-dihydrobenzo[c][1,2]oxaborole-5-carboxamide OB1OCC2=C1C=CC(=C2)C(=O)NC2=NC=CN=C2